N-(4-(5-(2-(3,3-Difluoropyrrolidin-1-yl)-6-methylpyrimidin-4-yl)-1,3,4-thiadiazol-2-yl)-3-(6-azaspiro[2.5]octan-6-yl)phenyl)-2-hydroxyethane-1-sulfonamide FC1(CN(CC1)C1=NC(=CC(=N1)C1=NN=C(S1)C1=C(C=C(C=C1)NS(=O)(=O)CCO)N1CCC2(CC2)CC1)C)F